FC1=C(C=CC(=C1)F)NC1=NN2C(=NC=CC2=N1)C1=CC(=C(C(=C1)OC)OC)OC N-(2,4-difluorophenyl)-5-(3,4,5-trimethoxyphenyl)-[1,2,4]triazolo[1,5-c]pyrimidin-2-amine